C12COCC(CC1)N2C2=C(CN(C1(CCN(CC1)C(=O)N1N=C(C=C1)C(=O)O)C)C)C=CC(=C2)C(F)(F)F 1-(4-((2-(3-oxa-8-azabicyclo[3.2.1]octan-8-yl)-4-(trifluoromethyl)benzyl)(methyl)amino)-4-methyl-piperidine-1-carbonyl)-1H-pyrazole-3-carboxylic acid